COC1=C(C=CC=C1OC)CC(=O)N[C@@H](CC1=CC=C(C=C1)NS(=O)(=O)O)C=1SC=C(N1)CC (S)-4-(2-(2-(2,3-dimethoxyphenyl)acetylamino)-2-(4-ethylthiazol-2-yl)ethyl)-phenylaminosulfonic acid